CC=1C=C(C(C2=CC=CC=C2)C)C=CC1 3-methylbenzhydrylmethane